(6-((5-bromo-2-((2-cyclopropyloxy-5-(1-methyl-1H-pyrazol-4-yl)-4-(4-(piperazin-1-yl)piperidin-1-yl)phenyl)amino)pyrimidin-4-yl)amino)quinoxaline-5-yl)dimethylphosphine oxide BrC=1C(=NC(=NC1)NC1=C(C=C(C(=C1)C=1C=NN(C1)C)N1CCC(CC1)N1CCNCC1)OC1CC1)NC=1C(=C2N=CC=NC2=CC1)P(C)(C)=O